ethylenebis-formamide C(CNC=O)NC=O